C1CC2=CC=C(C3=CC=CC1=C23)NC(C2=CC(=C(C=C2)F)F)=O N-(1,2-Dihydroacenaphthylen-5-yl)-3,4-difluorobenzamide